4-PENTENYLBORONIC ACID C(CCC=C)B(O)O